NC1=C(C=C(C=C1)C1=C(C=2CC3=CC=CC=C3C2C=C1)C1=CC(=C(C=C1)N)F)F bis(4-amino-3-fluorophenyl)fluorene